diisopropylbenzen C(C)(C)C1=C(C=CC=C1)C(C)C